O=C1CC2(C1)CN(C2)C2=NN1C(N=CC=C1)=C2C(=O)N (2-oxo-6-azaspiro[3.3]heptane-6-yl)pyrazolo[1,5-a]pyrimidine-3-carboxamide